tert-butyl 4-(4-((4-((3-(N-(tert-butyl)sulfamoyl)phenyl)amino)-5-methylpyrimidin-2-yl)amino)phenyl)piperazine-1-carboxylate C(C)(C)(C)NS(=O)(=O)C=1C=C(C=CC1)NC1=NC(=NC=C1C)NC1=CC=C(C=C1)N1CCN(CC1)C(=O)OC(C)(C)C